(4-{bis[(tert-butoxy)carbonyl]amino}-7-{[2-(trimethylsilyl)ethoxy]methyl}-7H-pyrrolo[2,3-d]pyrimidin-6-yl)boronic acid C(C)(C)(C)OC(=O)N(C=1C2=C(N=CN1)N(C(=C2)B(O)O)COCC[Si](C)(C)C)C(=O)OC(C)(C)C